OC1=C(C=C(C=C1)/C=C/C(=O)C1=CC=C(C=C1)Cl)[N+](=O)[O-] (E)-3-(4-Hydroxy-3-nitrophenyl)-1-(4-chlorophenyl)-2-propene-1-one